trimethoxysilylmethyl-bis(triethoxysilylpropylamino)methyl ethyl sulfide C(C)SC(NCCC[Si](OCC)(OCC)OCC)(NCCC[Si](OCC)(OCC)OCC)C[Si](OC)(OC)OC